C1CN(CCN1)C2=CC=CC=C2F (2-fluorophenyl)piperazine